C(C)(C)(C)OC(=O)N1CC(=CCC1)C1=C(C=C(C=C1)[N+](=O)[O-])C[S@](=O)C |r| (+-)-3-(2-(methylsulfinylmethyl)-4-nitrophenyl)-5,6-dihydropyridine-1(2H)-carboxylic acid tert-butyl ester